diisododecyl heptanediate C(CCCCCC(=O)OCCCCCCCCCC(C)C)(=O)OCCCCCCCCCC(C)C